1-[(1R,6S)-3-azabicyclo[4.1.0]hept-1-ylmethoxy]-7-(propan-2-yloxy)isoquinoline-6-carboxamide [C@@]12(CNCC[C@@H]2C1)COC1=NC=CC2=CC(=C(C=C12)OC(C)C)C(=O)N